(S)-N-(1-(4-chloro-3-(cyclopropylmethoxy)phenyl)ethyl)-5-(2,4-dioxoimidazolidin-1-yl)pentane-1-sulfonamide ClC1=C(C=C(C=C1)[C@H](C)NS(=O)(=O)CCCCCN1C(NC(C1)=O)=O)OCC1CC1